N-(N,N-dimethyl-1,2,3,4-tetrahydro-2-aminodibenzo-fur-8-yl)imidazole-2-carboxamide malonate C(CC(=O)O)(=O)O.CN(C1CC2=C(OC3=C2C=C(C=C3)NC(=O)C=3NC=CN3)CC1)C